ethyl 2-[[6-hydroxy-9-(1-phenylpyrazol-4-yl)-[1,2,4]triazolo[5,1-a]isoquinoline-5-carbonyl]amino]acetate OC1=C(N2C(C3=CC(=CC=C13)C=1C=NN(C1)C1=CC=CC=C1)=NC=N2)C(=O)NCC(=O)OCC